ClC=1N=C2C(=NC1)NC=C2C2=NC(=C(C(=N2)N[C@@H]2[C@H](C1CCC2CC1)C(=O)OCC)F)C1=CC=NO1 (2S,3S)-ethyl 3-((2-(2-chloro-5H-pyrrolo[2,3-b]pyrazin-7-yl)-5-fluoro-6-(isoxazol-5-yl)pyrimidin-4-yl)amino)bicyclo[2.2.2]octane-2-carboxylate